C1=CCC=2C=CC3=C(C12)C=CC=C3 Benz[e]indene